CS(=O)(=O)N1CC2=CC(=CC=C2CC1)[N+](=O)[O-] 2-(methylsulfonyl)-7-nitro-1,2,3,4-tetrahydroisoquinoline